COC(=O)C1(CC(C1)N1C[C@H](CCC1)C1CN(C1)C1=CN=C2C(=N1)N(N=N2)[C@H](C)C2=C(C=C(C=C2)Cl)Cl)C (1R,3r)-3-((R)-3-(1-(1-((R)-1-(2,4-dichlorophenyl)ethyl)-1H-[1,2,3]triazolo[4,5-b]pyrazin-6-yl)azetidin-3-yl)piperidin-1-yl)-1-methylcyclobutane-1-carboxylic acid methyl ester